O=C1NC(CCC1N1C(C2=CC=CC(=C2C1=O)CN1CCC(CC1)CC(=O)N1CCC(CC1)NC(OCC1=CC=CC=C1)=O)=O)=O benzyl (1-(2-(1-((2-(2,6-dioxopiperidin-3-yl)-1,3-dioxoisoindolin-4-yl)methyl)piperidin-4-yl) acetyl)piperidin-4-yl)carbamate